OC=1C=C(CCN(C(C)=O)C)C=C(C1)O N-(3,5-dihydroxyphenethyl)-N-methylacetamide